C1(CCCC1)NC=1SC(=C(N1)C)C1=NC(=NC=C1F)NC1=NC=C(C=C1)N1CCN(CC1)S(=O)(=O)C N-cyclopentyl-5-(5-fluoro-2-((5-(4-(methylsulfonyl)piperazin-1-yl)pyridin-2-yl)amino)pyrimidin-4-yl)-4-methylthiazol-2-amine